O1CCC(=CC1)C1=NNC2=C1C=1N(C(=N2)N2CCC3(CC2)[C@@H](C2=CC(=CC=C2C3)F)N)C=CN1 (S)-1'-(9-(3,6-dihydro-2H-pyran-4-yl)-7H-imidazo[1,2-c]pyrazolo[4,3-e]pyrimidin-5-yl)-6-fluoro-1,3-dihydrospiro[inden-2,4'-piperidin]-1-amine